4-bromo-6-fluoro-3-methoxy-2-nitroaniline BrC1=C(C(=C(N)C(=C1)F)[N+](=O)[O-])OC